1-(2-((2-chloro-4-fluorophenyl)amino)-5-methyl-pyrimidin-4-yl)-N-(1-(3-chlorophenyl)-2-hydroxyethyl)-1H-pyrazole-4-carboxamide ClC1=C(C=CC(=C1)F)NC1=NC=C(C(=N1)N1N=CC(=C1)C(=O)NC(CO)C1=CC(=CC=C1)Cl)C